(2R,5S)-5-(4-Chlorobenzyl)-4-(4-(5-cyano-1-methyl-1H-pyrrol-3-yl)cyclohexyl)morpholin ClC1=CC=C(C[C@H]2COCCN2C2CCC(CC2)C2=CN(C(=C2)C#N)C)C=C1